(E)-2-cyano-3-(4-(trifluoromethyl)phenyl)acrylic acid C(#N)/C(/C(=O)O)=C\C1=CC=C(C=C1)C(F)(F)F